5-(((((1R,2R)-2-aminocyclopropyl)methyl)amino)methyl)-N-(4-((4-(4-cyano-6-methylpyrimidin-2-yl)piperazin-1-yl)sulfonyl)phenyl)-2-(N-methylmethylsulfonamido)benzamide N[C@H]1[C@H](C1)CNCC=1C=CC(=C(C(=O)NC2=CC=C(C=C2)S(=O)(=O)N2CCN(CC2)C2=NC(=CC(=N2)C#N)C)C1)N(S(=O)(=O)C)C